BrC=1C=NN(C1)C12CC(C1)(C2)CN(C)C 1-(3-(4-bromo-1H-pyrazol-1-yl)bicyclo[1.1.1]pentan-1-yl)-N,N-dimethylmethanamine